1-amino-3-methylbutyl-pinacol hydrochloride Cl.NC(CC(C)C)CC(O)(C)C(C)(C)O